tert-butyl 6-bromo-4-chloro-indole-1-carboxylate BrC1=CC(=C2C=CN(C2=C1)C(=O)OC(C)(C)C)Cl